asparagine, hydrate O.N[C@@H](CC(N)=O)C(=O)O